C(C)(=O)C=1C=C(C=C2C(N(C(=NC12)N1CC2CC2C1)C)=O)O 8-Acetyl-2-(3-azabicyclo[3.1.0]hexan-3-yl)-6-hydroxy-3-methylquinazolin-4(3H)-one